N-[4-fluoropyrrolidin-3-yl]-6-methyl-4-(8-nitro-5-quinolyl)morpholine-2-carboxamide FC1C(CNC1)NC(=O)C1CN(CC(O1)C)C1=C2C=CC=NC2=C(C=C1)[N+](=O)[O-]